N-α-benzoyl-N5-(2-chloro-1-iminoethyl)-L-ornithine amide C1=CC=C(C=C1)C(=O)N[C@@H](CCCN=C(CCl)N)C(=O)N